OCCCCNC1=NC=NC2=CC=C(C=C12)O 4-((4-hydroxybutyl)amino)quinazolin-6-ol